2,3,4,5,6-pentafluorobenzoxyamine hydrochloride Cl.FC1=C(CON)C(=C(C(=C1F)F)F)F